NC=1N=CC(=NC1)C1=NN=C(O1)CN(C(CC1=C(C=C(C=C1)C(F)(F)F)C(F)(F)F)=O)C1=CC=C(C=C1)F N-((5-(5-aminopyrazin-2-yl)-1,3,4-oxadiazol-2-yl)methyl)-2-(2,4-bis(trifluoromethyl)phenyl)-N-(4-fluorophenyl)acetamide